ClC1=CC=C(C=C1)NC(NCCC1=CC(=C(C=C1)F)F)=O 3-(4-chlorophenyl)-1-[2-(3,4-difluorophenyl)ethyl]urea